BrC(CNC(OC(C)(C)C)=O)C tert-butyl (2-bromopropyl)carbamate